FC1(CCN(CCC1)C=1N=NC(=C(C1C(=O)NC1=CC(=CC=C1)[S@@](=O)(=NC([C@H](C)O)=O)C)C)C(F)(F)F)F 3-(4,4-difluoroazepan-1-yl)-N-(3-((R)-N-((S)-2-hydroxypropanoyl)-S-methylsulfonimidoyl)phenyl)-5-methyl-6-(trifluoromethyl)pyridazine-4-carboxamide